2-(2-bromo-5-cyclopropoxyphenyl)propan-2-ol BrC1=C(C=C(C=C1)OC1CC1)C(C)(C)O